F[C@@H]1[C@@H](C1)C(=O)NC=1N=CC2=CC(=NC=C2C1)C=1C=NC(=CC1C)[C@](C)(CC)O (1S,2S)-2-fluoro-N-(7-(6-((S)-2-hydroxybutan-2-yl)-4-methylpyridin-3-yl)-2,6-naphthyridin-3-yl)cyclopropane-1-carboxamide